C1(=CC=CC=C1)C1=NN=C(S1)NC(=O)C=1C(N(C2=CC=CC=C2C1O)CC)=O N-(5-phenyl-1,3,4-thiadiazol-2-yl)-1-ethyl-4-hydroxy-2-quinolone-3-carboxamide